CC1=C(NC(=C1C1=NC=2C(=NC=CC2C2CCN(CC2)C(C2=CC=C(C=C2)OC(F)(F)F)=O)N1)C)C(C)=O 1-[3,5-dimethyl-4-[7-[1-[4-(trifluoromethoxy)benzoyl]-4-piperidyl]-3H-imidazo[4,5-b]pyridin-2-yl]-1H-pyrrol-2-yl]ethanone